(R)-(1-(3-(phenyloxy)-2-bromo-4-methoxybenzyl)-7-hydroxy-6-methoxy-3,4-dihydroquinolin-2(1H)-yl)(cyclopropyl)methanone C1(=CC=CC=C1)OC=1C(=C(CN2[C@H](CCC3=CC(=C(C=C23)O)OC)C(=O)C2CC2)C=CC1OC)Br